NC1=C(C2=C(S1)C(=CC=C2C2=C(C=C1C(=NC(=NC1=C2F)OC[C@]21CCCN1C[C@@H](C2)F)N(CCC(=O)OC)C)Cl)F)C#N methyl 3-((7-(2-amino-3-cyano-7-fluorobenzo[b]thiophen-4-yl)-6-chloro-8-fluoro-2-(((2R,7aS)-2-fluorotetrahydro-1H-pyrrolizin-7a(5H)-yl)methoxy)quinazolin-4-yl)(methyl)amino)propanoate